C(C)(=O)OC1C(CN(CC1C)C1=C2C(=NC=C1N)C(CC2)OC(C)=O)NC(=O)OC(C)(C)C 1-[7-(acetyloxy)-3-amino-6,7-dihydro-5H-cyclopenta[b]pyridin-4-yl]-3-[(tert-butoxycarbonyl)amino]-5-methylpiperidin-4-yl acetate